COC=1SC2=C(C=NC=C2C2=CCCC(C2)C)N1 methoxy-7-(5-methyl-cyclohex-1-enyl)-thiazolo[4,5-c]pyridin